[N+](=O)([O-])\C(\CO)=C\C1=CC=CC=C1 (E)-2-nitro-3-phenylprop-2-en-1-ol